(R)-3-(((1S,4S)-2-oxa-5-azabicyclo[2.2.1]heptan-5-yl)methyl)-5-nitro-3,4-dihydro-2H-benzo[b][1,4]oxazine-7-sulfonamide [C@@H]12OC[C@@H](N(C1)C[C@H]1NC3=C(OC1)C=C(C=C3[N+](=O)[O-])S(=O)(=O)N)C2